cyclobuta[a]naphthalene-3-carboxylic acid C1=CC2=C1C1=CC=CC=C1C=C2C(=O)O